ethyl 5-(9-methyl-9H-carbazol-2-yl)-2-((2-(trimethylsilyl)ethoxy)methyl)-2H-1,2,3-triazole-4-carboxylate CN1C2=CC=CC=C2C=2C=CC(=CC12)C=1C(=NN(N1)COCC[Si](C)(C)C)C(=O)OCC